COC(C1=CC(=CC(=C1)OC(C1=CC=CC=C1)=O)OC(C1=CC=CC=C1)=O)=O 3,5-dibenzoyloxybenzoic acid methyl ester